3-Cyano-4-(5-(6-((6-methoxypyridin-3-yl)methyl)-3,6-diazabicyclo[3.1.1]heptan-3-yl)pyrazine-2-yl)pyrazolo[1,5-a]pyridin-6-ylmorpholine-4-carboxylate C(#N)C=1C=NN2C1C(=CC(=C2)OC(=O)N2CCOCC2)C2=NC=C(N=C2)N2CC1N(C(C2)C1)CC=1C=NC(=CC1)OC